BrCC(=O)C=1C=CC(=NC1F)N1C[C@H](CC1)C(=O)OC Methyl (3S)-1-[5-(2-bromoacetyl)-6-fluoropyridin-2-yl]pyrrolidine-3-carboxylate